C(C)OP(=O)(OCC)COC1=CC=C(C=C1)C[C@@H]([C@@H](CN(C(OC(C)(C)C)=O)C[C@H](CC)C)O)NC(=O)O[C@H]1CO[C@H]2OCC[C@H]21 tert-butyl ((2R,3S)-4-(4-((diethoxyphosphoryl)methoxy)phenyl)-3-(((((3R,3aS,6aR)-hexahydrofuro[2,3-b]furan-3-yl)oxy)carbonyl)amino)-2-hydroxybutyl)((S)-2-methylbutyl)carbamate